The molecule is a peptide anion obtained from N-acetyl-D-glucosaminyl-N-acetylmuramoyl-L-alanyl-D-glutamyl-6-carboxy-L-lysyl-D-alanine; major structure at pH 7.3. It is a conjugate base of a N-acetyl-D-glucosaminyl-N-acetylmuramoyl-L-alanyl-D-glutamyl-6-carboxy-L-lysyl-D-alanine. C[C@@H](C(=O)N[C@H](CCC(=O)N[C@@H](CCCC(C(=O)[O-])[NH3+])C(=O)N[C@H](C)C(=O)[O-])C(=O)[O-])NC(=O)[C@@H](C)O[C@H]1[C@@H]([C@H](OC([C@@H]1NC(=O)C)O)CO)O[C@H]2[C@@H]([C@H]([C@@H]([C@H](O2)CO)O)O)NC(=O)C